(S)-2-(2,2-dimethyltetrahydro-2H-pyran-4-yl)quinazoline-6-carbaldehyde CC1(OCC[C@@H](C1)C1=NC2=CC=C(C=C2C=N1)C=O)C